2-chloro-3-methoxy-5-(4,4,5,5-tetramethyl-1,3,2-dioxaborolan-2-yl)pyridine ClC1=NC=C(C=C1OC)B1OC(C(O1)(C)C)(C)C